2-((4-(tert-butyl)phenyl)ethynyl)aniline C(C)(C)(C)C1=CC=C(C=C1)C#CC1=C(N)C=CC=C1